TMS(tetramethoxysilane) [Si](C)(C)(C)CO[Si](OC)(OC)OC